C(C)OC1=CC=C(C=C1)C1=NC2=C(N1C)C=C(C=C2)N2C(C1=CC=C(C=C1C2)N2CCOCC2)=O 2-(2-(4-ethoxyphenyl)-1-methyl-1H-benzimidazol-6-yl)-5-(morpholin-4-yl)isoindolin-1-one